C1(=CC=CC=C1)COC=1C=C(CNCCO)C=C(C1OCC1=CC=CC=C1)Cl 2-((3,4-bis(phenylmethoxy)-5-chlorobenzyl)amino)ethan-1-ol